trans-4-(benzoylmethylamino)cyclohexyl-methyl-ammonium C(C1=CC=CC=C1)(=O)N([C@@H]1CC[C@H](CC1)[NH2+]C)C